[C@H]12CC(C[C@H](CC1)N2)N(C2=CC=C1C(=N2)OCC=2C(=C(C=CC21)C2=CN=NC(=C2)OC)F)C N-((1R,3s,5S)-8-azabicyclo[3.2.1]octan-3-yl)-7-fluoro-8-(6-methoxypyridazin-4-yl)-N-methyl-6H-isochromeno[3,4-b]pyridin-3-amine